(S)-2-amino-N-(2-(4'-(trifluoromethoxy)-[1,1'-biphenyl]-4-yl)ethyl)pentanamide hydrochloride Cl.N[C@H](C(=O)NCCC1=CC=C(C=C1)C1=CC=C(C=C1)OC(F)(F)F)CCC